FC=1C=C(C(=O)N(CCNC)C)C=CC1 3-fluoro-N-methyl-N-(2-(methylamino)ethyl)benzamide